NC1=CC(=C2C(N(CCCCC[C@@](C3=NN=C(C1=N2)O3)(C(F)(F)F)O)CC3=CC=C(C=C3)C32CC(C3)C2)=O)C(F)(F)F (6R)-17-amino-12-[[4-(1-bicyclo[1.1.1]pentanyl)phenyl]methyl]-6-hydroxy-6,15-bis(trifluoromethyl)-19-oxa-3,4,12,18-tetrazatricyclo[12.3.1.12,5]nonadeca-1(18),2,4,14,16-pentaen-13-one